(S)-(5-(3,5-difluorophenyl)-4,5-dihydro-1H-pyrazol-1-yl)(4-(4-(2,5-dihydro-1H-pyrrole-1-carbonyl)-5-fluoropyrimidin-2-yl)piperazin-1-yl)methanone FC=1C=C(C=C(C1)F)[C@@H]1CC=NN1C(=O)N1CCN(CC1)C1=NC=C(C(=N1)C(=O)N1CC=CC1)F